(1S,2S)-N-(3-(2-chloro-6-methylphenyl)-1-methyl-2-oxo-1,2-dihydro-1,6-naphthyridin-7-yl)-2-fluorocyclopropane-1-carboxamide ClC1=C(C(=CC=C1)C)C=1C(N(C2=CC(=NC=C2C1)NC(=O)[C@H]1[C@H](C1)F)C)=O